COC1=CC=C(C=C1)NC(=O)C1C[C@@H](CCC1C(C)C)C (1R,2S,5R)-N-(4-Methoxyphenyl)-p-menthancarboxamid